FC1=C(C=CC(=C1)F)C1=NN=C(S1)C(=O)NC1CC2(C1)CC(C2)OC2=C(C=C1C(=N2)N(N=C1)C)C(N)=O 5-(2,4-difluorophenyl)-N-[(4s)-6-({5-carbamoyl-1-methyl-1H-pyrazolo[3,4-b]pyridin-6-yl}oxy)spiro[3.3]heptan-2-yl]-1,3,4-thiadiazole-2-carboxamide